1-(2-bromo-3,5-dihydroxyphenyl)-3-(5-chlorofuran-2-yl)-(2E)-2-propen-1-one BrC1=C(C=C(C=C1O)O)C(\C=C\C=1OC(=CC1)Cl)=O